methyl 2-amino-5-ethoxy-3-((3-((2-ethylhexyl)oxy)-3-oxopropyl)thio)benzoate NC1=C(C(=O)OC)C=C(C=C1SCCC(=O)OCC(CCCC)CC)OCC